C(C(C)C)C1C(C1)B1OC(C(O1)(C)C)(C)C 2-(2-isobutylcyclopropyl)-4,4,5,5-tetramethyl-1,3,2-Dioxaborolane